1-(2-fluoro-3-methylbenzyl)-3,4-dimethyl-2-oxo-N-(2,4,6-trifluorobenzyl)-1,2,3,4-tetrahydro-quinazoline-7-carboxamide FC1=C(CN2C(N(C(C3=CC=C(C=C23)C(=O)NCC2=C(C=C(C=C2F)F)F)C)C)=O)C=CC=C1C